ClC1=C(C=C(C=C1)C)C1=NC2=C(N1C(C(=O)NC1CCCCC1)C1CCCCC1)C=CC=C2 2-[2-(2-chloro-5-methyl-phenyl)-benzimidazol-1-yl]-2,N-dicyclohexyl-acetamide